4-(((R,Z)-12-(arachidonyloxy)octadec-9-en-1-yl)oxy)-4-oxobutanoic acid C(CCC\C=C/C\C=C/C\C=C/C\C=C/CCCCC)O[C@@H](C\C=C/CCCCCCCCOC(CCC(=O)O)=O)CCCCCC